methyl 1-amino-4-(benzyloxy)-7-phenyl-2,6-naphthyridine-3-carboxylate NC1=NC(=C(C2=CN=C(C=C12)C1=CC=CC=C1)OCC1=CC=CC=C1)C(=O)OC